[O-]S(=O)(=O)C(F)(F)F.[Na+] Sodium triflate salt